FC(C1=NN=C(O1)C=1C=NC(=NC1)N[C@H](CC)C1=C(C=CC=C1F)F)F 5-[5-(difluoromethyl)-1,3,4-oxadiazol-2-yl]-N-[(1R)-1-(2,6-difluorophenyl)propyl]pyrimidin-2-amine